C(C)(C)(C)NS(=O)(=O)C1=CC(=CC=C1)C=1N=NN(C1)C1=C(C=C(C=C1)NS(=O)(=O)CC)N1CCC2(CC2)CC1 N-(tert-butyl)-3-(1-(4-(ethylsulfonamido)-2-(6-azaspiro[2.5]octan-6-yl)phenyl)-1H-1,2,3-triazol-4-yl)benzenesulfonamide